8-cyclopentyl-7-oxo-7,8-dihydropterin C1(CCCC1)N1C(C=NC=2C(NC(=NC12)N)=O)=O